4-(4-(5-(cyclopropyl((1R,2R,3S,5S)-2-fluoro-8-azabicyclo[3.2.1]octan-3-yl)amino)pyrazin-2-yl)-2-fluoro-5-hydroxyphenyl)-1-(fluoromethyl)pyridin-2(1H)-one C1(CC1)N(C=1N=CC(=NC1)C1=CC(=C(C=C1O)C1=CC(N(C=C1)CF)=O)F)[C@@H]1[C@@H]([C@H]2CC[C@@H](C1)N2)F